C1(CCCCC1)NC(OC1=CC(=C(C=C1)OC)C=1C=NC=C(C1)C1=NN=NN1COCC[Si](C)(C)C)=O 4-methoxy-3-(5-(1-((2-(trimethylsilyl)ethoxy)methyl)-1H-tetrazol-5-yl)pyridin-3-yl)phenyl cyclohexylcarbamate